9-Phenylanthracene C1(=CC=CC=C1)C=1C2=CC=CC=C2C=C2C=CC=CC12